C(CCC)NC=1C=CC(=C(C(=O)O)C1)[N+](=O)[O-] 5-(butylamino)-2-nitrobenzoic acid